COC1=C(C(=O)NCC2CCN(CC2)CC(C2=CC=C(C=C2)C)=O)C=CC=N1 2-methoxy-N-((1-(2-oxo-2-(p-tolyl)ethyl)piperidin-4-yl)methyl)nicotinamide